BrC1=NC=CC=C1CO (2-Bromopyridin-3-yl)-methanol